CNS(=O)(=O)C1=CC(=C(C=C1)OC1=CC=C(C=C1)C(F)(F)F)C=1N=C2N(C1)C[C@@H](C2)C |o1:28| (R)- or (S)-N-methyl-3-(6-methyl-6,7-dihydro-5H-pyrrolo[1,2-a]imidazol-2-yl)-4-[4-(trifluoromethyl)phenoxy]benzene-1-sulfonamide